C1(CC1)N1[C@H]([C@H](N(CC1)C1=NC(=NC=C1)C1=CN=C2N1C=C(C=C2)C(F)(F)F)C)[C@@H](C)NS(=O)(=O)C N-((R)-1-((2R,3R)-1-cyclopropyl-3-methyl-4-(2-(6-(trifluoromethyl)imidazo[1,2-a]pyridin-3-yl)pyrimidin-4-yl)piperazin-2-yl)ethyl)methanesulfonamide